dimethylaluminum hydride aluminum [Al].C[AlH]C